ethyl 2-((5-(1-ethoxyvinyl)pyridin-2-yl)methyl)oxazole-4-carboxylate C(C)OC(=C)C=1C=CC(=NC1)CC=1OC=C(N1)C(=O)OCC